C[C@H]1N(CCOC1)C1=CC(=C2C(=N1)C(=NS2)C2=CC=NN2C2OCCCC2)C2(CC2)C#N 1-{5-[(3R)-3-methylmorpholin-4-yl]-3-[1-(oxan-2-yl)-1H-pyrazol-5-yl]-[1,2]thiazolo[4,5-b]pyridin-7-yl}cyclopropane-1-carbonitrile